methyl 4-[4-(tert-butoxycarbonyl)piperazin-1-yl]-2-{[2-(trimethylsilyl)-ethoxy]methyl}indazole-7-carboxylate C(C)(C)(C)OC(=O)N1CCN(CC1)C=1C2=CN(N=C2C(=CC1)C(=O)OC)COCC[Si](C)(C)C